ammonium hypoiodite I[O-].[NH4+]